OCC1CCN(CC1)C1=CC=C(C=N1)C1=NC=2C=CC3=C(C2C=C1)C1=C(S3)C(N[C@@H](CN1)C)=O (R)-3-(6-(4-(hydroxymethyl)piperidin-1-yl)pyridin-3-yl)-10-methyl-9,10,11,12-tetrahydro-8H-[1,4]diazepino[5',6':4,5]thieno[3,2-f]quinolin-8-one